N-(4-methoxybenzyl)-1,2-ethanediamine COC1=CC=C(CNCCN)C=C1